6-bromo-3-methylhexadecan-2-enoic acid ethyl ester C(C)OC(C=C(CCC(CCCCCCCCCC)Br)C)=O